6-(4-(5-fluoro-1-methyl-1H-pyrrolo[2,3-b]pyridin-3-yl)piperidin-1-yl)-2-morpholinobenzo[d]oxazole FC=1C=C2C(=NC1)N(C=C2C2CCN(CC2)C2=CC1=C(N=C(O1)N1CCOCC1)C=C2)C